(trifluoroethyl)-diphenyl-sulfonium triflate [O-]S(=O)(=O)C(F)(F)F.FC(C[S+](C1=CC=CC=C1)C1=CC=CC=C1)(F)F